C12(CC3CC(CC(C1)C3)C2)NCCCCCCCNC2=C3C(N(C(=NC3=CC=C2)C)[C@H]2C(NC(CC2)=O)=O)=O (3R)-3-(5-((7-(((1s,3s)-adamantan-1-yl)amino)heptyl)amino)-2-methyl-4-oxoquinazoline-3(4H)-yl)piperidine-2,6-dione